N-(3-chlorophenyl)-5-methyl-4-phenyl-[2,4'-bithiazole]-2'-amine ClC=1C=C(C=CC1)NC=1SC=C(N1)C=1SC(=C(N1)C1=CC=CC=C1)C